(R)-pyrrolidin-3-yl cyclopropanecarboxylate C1(CC1)C(=O)O[C@H]1CNCC1